S1C(=CC=C1)C(=O)O 2-thiophenecarboxylic acid